dodecyl-xylenesulfonic acid sodium salt [Na+].C(CCCCCCCCCCC)C=1C(C(C=CC1)(C)S(=O)(=O)[O-])C